bis-(3-methyl-4-cyclohexyl-amino)methane CC1CCCCC1NCNC1C(CCCC1)C